O=C1NC(CCC1NC1=CC(=C(C(=C1)F)N1CCN(CC1)CC=1C=CC(=NC1)CCNC(OC(C)(C)C)=O)F)=O tert-butyl N-(2-(5-((4-(4-((2,6-dioxo-3-piperidyl)amino)-2,6-difluoro-phenyl)piperazin-1-yl)methyl)-2-pyridyl)ethyl)carbamate